3-((7-methoxy-4-methylquinazolin-2-yl)amino)-1H-indole-1-carboxylic acid tert-butyl ester C(C)(C)(C)OC(=O)N1C=C(C2=CC=CC=C12)NC1=NC2=CC(=CC=C2C(=N1)C)OC